3-(3-methoxyprop-1-en-1-yl)-1-((4'-(methylsulfonyl)-[1,1'-biphenyl]-4-yl)methyl)-1H-pyrazole-3-carboxamide COCC=CC1(NN(C=C1)CC1=CC=C(C=C1)C1=CC=C(C=C1)S(=O)(=O)C)C(=O)N